methyl(((1-methyl-1H-pyrazol-4-yl)methyl)imino)(2-methyl-6-(5-(trifluoromethyl)-1,2,4-oxadiazol-3-yl)imidazo[1,2-a]pyridin-3-yl)-λ6-sulfanone CS(=O)(C1=C(N=C2N1C=C(C=C2)C2=NOC(=N2)C(F)(F)F)C)=NCC=2C=NN(C2)C